FC(C(=O)OCC)(C(=O)C)F ethyl 2,2-difluoroacetoacetate